BrCCCCCN1N=CC=C1 (5-bromopentyl)-1H-pyrazole